C(C)N(CC)CC1=C(CNC(=O)C=2C=C(C=CC2)NC(C2=CC(=C(C=C2)C)C)=O)C=CC=C1 N-(3-((2-((diethylamino)methyl)benzyl)carbamoyl)phenyl)-3,4-dimethylbenzamide